lauramidopropyl mesylate S(C)(=O)(=O)OCCCNC(CCCCCCCCCCC)=O